COC([C@@H](N1CC2=C(CC1)SC(=C2)OC(\C=C\CC)=O)C2=C(C=CC=C2)Cl)=O.FC2=C(C(=CC=C2)F)S(=O)(=O)N(C=2N=CSC2)CC2=CC=C(C=C2)OC 2,6-difluoro-N-(4-methoxybenzyl)-N-(thiazol-4-yl)benzenesulfonamide methyl-(S,E)-2-(2-chlorophenyl)-2-(2-(2-pentenoyloxy)-6,7-dihydrothieno[3,2-c]pyridin-5(4H)-yl)-acetate